tert-butyl (±)-4-(4-amino-2-((methylsulfinyl) methyl) phenyl)-1H-pyrazole-1-carboxylate NC1=CC(=C(C=C1)C=1C=NN(C1)C(=O)OC(C)(C)C)C[S@](=O)C |r|